3-(3-ethyl-4-oxo-spiro[6,8-dihydro-5H-pyrazolo[4,3-c]azepine-7,4'-tetrahydropyran]-1-yl)propyl 3-methylpyridine-2-carboxylate CC=1C(=NC=CC1)C(=O)OCCCN1N=C(C=2C(NCC3(CCOCC3)CC21)=O)CC